C(C)N1C(C(NC2=CC=CC=C12)=O)=O ethyl-1,4-dihydroquinoxaline-2,3-dione